1-(4-methoxyphenyl)cyclononane COC1=CC=C(C=C1)C1CCCCCCCC1